CC1(CC(=O)N1)C β,β-dimethylpropiolactam